6-(1-(2-cyclobutyl-2-azaspiro[3.3]hept-6-yl)piperidin-4-yl)-2-(3,4-dimethoxyphenyl)-5,6,7,8-tetrahydroimidazo[1,2-a]pyridine C1(CCC1)N1CC2(C1)CC(C2)N2CCC(CC2)C2CCC=1N(C2)C=C(N1)C1=CC(=C(C=C1)OC)OC